NC=1C=2N(C=C(N1)C1=CN=C(O1)C)C(=CN2)C=2C=C(C=CC2C)C(C(C)O)(F)F (3-(8-amino-6-(2-methyl-oxazol-5-yl)imidazo[1,2-a]pyrazin-3-yl)-4-methylphenyl)-1,1-difluoropropan-2-ol